antimonyl-sulfur antimony [Sb].[Sb](=O)#[S]